3-([4-(2-hydroxypropan-2-yl)furan-2-yl]sulfonyl)urea OC(C)(C)C=1C=C(OC1)S(=O)(=O)NC(N)=O